F[B-](F)(F)F.BrC1=C(C=CC=C1)C=1C2=CC=CC=C2[N+](=C2C=CC=CC12)C 9-(2-Bromophenyl)-10-methylacridin-10-ium tetrafluoroborate